(S)-2-(((benzyloxy)carbonyl)amino)-3-(4-fluoro-3,5-dimethylphenyl)-8-methyl-4-oxo-4,5,6,8-tetrahydropyrido[3,4-d]pyrimidine-7(3H)-carboxylate C(C1=CC=CC=C1)OC(=O)NC=1N(C(C2=C(N1)[C@@H](N(CC2)C(=O)[O-])C)=O)C2=CC(=C(C(=C2)C)F)C